4-(1-oxidopyridin-1-ium-3-yl)-N-[3-(trifluoromethyl)phenyl]thiazol-2-amine [O-][N+]1=CC(=CC=C1)C=1N=C(SC1)NC1=CC(=CC=C1)C(F)(F)F